1-(3-((S)-1-(3-((R)-2-(tert-butoxy)-1-((tert-butoxycarbonyl)amino)ethyl)-1,2,4-oxadiazol-5-yl)-3-keto-3-(tritylamino)propyl)ureido)cyclopropane-1-carboxylic acid C(C)(C)(C)OC[C@H](NC(=O)OC(C)(C)C)C1=NOC(=N1)[C@H](CC(NC(C1=CC=CC=C1)(C1=CC=CC=C1)C1=CC=CC=C1)=O)NC(NC1(CC1)C(=O)O)=O